F[P-](F)(F)(F)(F)F.O=C1N(N=NC2=C1N=CC=C2)[P+](N2CCCC2)(N2CCCC2)N2CCCC2 (3,4-dihydro-4-oxo-5-azabenzo-1,2,3-triazin-3-yl)tris(pyrrolidino)phosphonium hexa-fluorophosphate